C1(=CC=CC=C1)[C@@H]1N2C(COC1)=NC1=C2C=C(C=C1)C=1C=NC(=NC1)N1CC(OCC1)C(F)(F)F (4S)-4-phenyl-7-(2-(2-(trifluoromethyl)morpholino)pyrimidin-5-yl)-3,4-dihydro-1H-benzo[4,5]imidazo[2,1-c][1,4]oxazine